5-nitro-2-(3-(trifluoromethyl)phenyl)benzo[d][1,3]dioxole [N+](=O)([O-])C1=CC2=C(OC(O2)C2=CC(=CC=C2)C(F)(F)F)C=C1